C12(CC3CC(CC(C1)C3)C2)P(CCCC)C23CC1CC(CC(C2)C1)C3 1-Adamantyl-(1-adamantyl)-butyl-phosphane